FC1=C(C(=O)NC)C=CC=C1C 2-fluoro-N,3-dimethylbenzamide